C1=CC=CC=2C3=CC=CC=C3C(C12)COC(=O)NC1=C(C=2C(=C(N=NC2)Cl)S1)C(=O)OCC Ethyl 2-((((9H-fluoren-9-yl)methoxy)carbonyl)amino)-7-chlorothieno[2,3-d]pyridazine-3-carboxylate